OCCOCCNC(=O)C1=CC2=C(N(C(=N2)NC=2OC3=C(N2)C=CC(=C3)N3CCOCC3)C)C=C1 N-(2-(2-hydroxyethoxy)-ethyl)-1-methyl-2-((6-morpholinobenzo[d]-oxazol-2-yl)amino)-1H-benzo[d]imidazole-5-carboxamide